N-({1-[(2-Hydroxyethyl)(methyl)carbamoyl]cyclopentyl}methyl)-4H,5H,6H,7H,8H,9H-cycloocta[b]thiophene-2-carboxamide OCCN(C(=O)C1(CCCC1)CNC(=O)C1=CC2=C(S1)CCCCCC2)C